(5-bromo-2-ethoxyphenyl)acetic acid ethyl ester C(C)OC(CC1=C(C=CC(=C1)Br)OCC)=O